CC1=C(C=C(C(=O)NCC2=NC=C3C=CC(=NC3=C2)N2CCN(CC2)C=2N=NC=CC2)C=C1)S(=O)(=O)C 4-methyl-3-(methylsulfonyl)-N-((2-(4-(pyridazin-3-yl)piperazin-1-yl)-1,6-naphthyridin-7-yl)methyl)benzamide